4-[[3-[1-(2,2-difluoroethyl)-3-(trifluoromethyl)pyrazol-4-yl]imidazo[1,2-a]pyrazin-8-yl]amino]-N-[2-[2-(dimethylamino)ethylamino]-2-oxo-ethyl]-2-ethyl-benzamide FC(CN1N=C(C(=C1)C1=CN=C2N1C=CN=C2NC2=CC(=C(C(=O)NCC(=O)NCCN(C)C)C=C2)CC)C(F)(F)F)F